4,4-dimethoxybutanenitrile COC(CCC#N)OC